Cl.Cl.N[C@@H](CCCCN)C(=O)O.N[C@@H](CCCCN)C(=O)O.N[C@@H](CCCCN)C(=O)O tri-lysine dihydrochloride